tert-butyl (3-(4-(2-(4-((2-(2-oxa-6-azaspiro[3.3]heptan-6-yl)pyrimidin-4-yl)methoxy)phenyl)propan-2-yl)phenoxy)-2-methylpropyl)carbamate C1OCC12CN(C2)C2=NC=CC(=N2)COC2=CC=C(C=C2)C(C)(C)C2=CC=C(OCC(CNC(OC(C)(C)C)=O)C)C=C2